(S)-2-amino-4-(5-Oxo-4,5-dihydro-1,2,4-oxadiazol-3-yl)butanoic acid N[C@H](C(=O)O)CCC1=NOC(N1)=O